O(C)C1=C(C=C(C=C1OC)C)C(CC1=CC=NC=C1)(O)C=1SC=CC1 4-(2-(2-methoxyl-methoxy-5-methyl-phenyl)-2-hydroxy-(2-thienyl)ethyl)-pyridine